ClC=1C(=C(C=CC1)NC1=NC=NC2=CC(=C(C=C12)OC(C)(C)C1=C(C=NC=C1)C)OC)F N-(3-chloro-2-fluorophenyl)-7-methoxy-6-((2-(3-methylpyridin-4-yl)propan-2-yl)oxy)quinazolin-4-amine